Cl[Si]1(CCC1)C1C(=C(C(=C1C)C)C)C Chloro-1-(2,3,4,5-tetramethylcyclopenta-2,4-dien-1-yl)silacyclobutane